CC(C(=O)O)(C)C1=CC(=C(C=C1)C)CCN[C@@H]([C@H]1CNC2=C(N=NC=C2)N1)C1=CC=CC=C1 2-methyl-2-(4-methyl-3-(2-(((R)-phenyl((R)-5,6,7,8-tetrahydropyrazino[2,3-c]pyridazin-7-yl)methyl)amino)ethyl)phenyl)propanoic acid